N,N-bistrimethylsilyl-3-aminopropyltrimethoxysilane C[Si](N(CCC[Si](OC)(OC)OC)[Si](C)(C)C)(C)C